N-(4-(2-acetyl-5-methoxyphenoxy)phenyl)cinnamamide C(C)(=O)C1=C(OC2=CC=C(C=C2)NC(C=CC2=CC=CC=C2)=O)C=C(C=C1)OC